OC[C@H]1OCCN(C1)C=1C=CC2=C(NC(=N2)C2=CC(=CN2)C(=O)C2=C(C=CC=C2)C(F)(F)F)C1 (S)-(5-(6-(2-(hydroxymethyl)morpholino)-1H-benzo[d]imidazol-2-yl)-1H-pyrrol-3-yl)(2-(trifluoromethyl)phenyl)methanone